C1(=CC=CC2=CC=C3C=C4C=CC=CC4=CC3=C12)C=C 2-Tetraphenyl-ethylene